FC=1C(=NC(=NC1)NC1=NC=C(C(=C1)CN1CC(CCC1)C)F)C=1C=NN(C1)CCC fluoro-N-(5-fluoro-4-((3-methylpiperidin-1-yl)methyl)pyridin-2-yl)-4-(1-propyl-1H-pyrazol-4-yl)pyrimidin-2-amine